4-((5-(trifluoromethyl)pyrazin-2-yl)oxy)benzonitrile FC(C=1N=CC(=NC1)OC1=CC=C(C#N)C=C1)(F)F